(S)-3-(2-(3-(4-cyano-3-methylphenyl)azetidin-1-yl)-2-oxoethyl)pyrrolidine-1-carbonitrile C(#N)C1=C(C=C(C=C1)C1CN(C1)C(C[C@H]1CN(CC1)C#N)=O)C